tert-butyl (6-(2-(2,6-dioxopiperidin-3-yl)-1,3-dioxoisoindoline-5-carboxamido) hexyl)carbamate O=C1NC(CCC1N1C(C2=CC=C(C=C2C1=O)C(=O)NCCCCCCNC(OC(C)(C)C)=O)=O)=O